3-(5-(((1r,2r)-2-(1,3-dihydro-2H-pyrrolo[3,4-c]pyridin-2-yl)cyclopentyl)oxy)-1-oxoisoindolin-2-yl)piperidine-2,6-dione C1N(CC=2C=NC=CC21)[C@H]2[C@@H](CCC2)OC=2C=C1CN(C(C1=CC2)=O)C2C(NC(CC2)=O)=O